[C@@]12(OC[C@H](NC1)C2)COC=2C(=CC(=NC2)C)C2=CC=1N(C=C2)N=C(C1)NC(=O)C1C(C1)C N-(5-(5-(((1R,4R)-2-oxa-5-azabicyclo[2.2.1]heptan-1-yl)methoxy)-2-methylpyridin-4-yl)pyrazolo[1,5-a]pyridin-2-yl)-2-methylcyclopropane-1-carboxamide